5-(2-{2-[4'-(2-methylpropoxy)-[1,1'-biphenyl]-4-sulfonamido]phenyl}-ethynyl)pyridine-2-carboxylic acid CC(COC1=CC=C(C=C1)C1=CC=C(C=C1)S(=O)(=O)NC1=C(C=CC=C1)C#CC=1C=CC(=NC1)C(=O)O)C